CC1(N(CCC1)CC(=O)NC=1C=C(C(=NC1)C)NC(=O)C=1C=C2C(=NC1)NC(=C2)C=2C=NN(C2)CCOC)C N-(5-(2-(2,2-dimethylpyrrolidin-1-yl)acetamido)-2-methylpyridin-3-yl)-2-(1-(2-methoxyethyl)-1H-pyrazol-4-yl)-1H-pyrrolo[2,3-b]pyridine-5-carboxamide